COC1=CC=C(C=C1)CN(C)C1=NC(=NC2=C(NN=C12)Br)Cl [(p-methoxyphenyl)methyl]-N-methyl(3-bromo-5-chloro-2H-1,2,4,6-tetraazainden-7-yl)amine